4-Hydroxy-3-methyl-6-propan-2-ylcyclohex-2-en OC1C(=CCC(C1)C(C)C)C